(E)-N-(benzenesulfonyl)-2,6-dibromobenzenecarbohydrazonoyl chloride C1(=CC=CC=C1)S(=O)(=O)N\N=C(/C1=C(C=CC=C1Br)Br)\Cl